C[Si](O[Si](O[Si](O[Si](C1=CC=CC=C1)(C1=CC=CC=C1)C)(C1=CC=CC=C1)C1=CC=CC=C1)(C1=CC=CC=C1)C1=CC=CC=C1)(C1=CC=CC=C1)C1=CC=CC=C1 1,7-dimethyl-1,1,3,3,5,5,7,7-octaphenyltetrasiloxane